NC1CC2(C1)CC(C2)C(=O)OCC ethyl 2-aminospiro[3.3]heptane-6-carboxylate